ClC1=CC=NC2=CC(=CC=C12)C1=C(C=C(C(=O)N2CC(NCC2)=O)C=C1)F 4-(4-(4-chloroquinolin-7-yl)-3-fluorobenzoyl)piperazin-2-one